NC=1N=CC(=NC1C)C#CC1=C(N=C(S1)NC(C1=CC(=C(C=C1)CN1CCN(CC1)C)C(F)(F)F)=O)C N-(5-((5-amino-6-methylpyrazin-2-yl)ethynyl)-4-methylthiazol-2-yl)-4-((4-methylpiperazin-1-yl)methyl)-3-(trifluoromethyl)benzamide